4,5-dihydro-2-[[4-[5-(trifluoromethyl)-1,2,4-oxadiazol-3-yl]phenyl]methyl]-4-oxazolecarboxylic acid methyl ester COC(=O)C1N=C(OC1)CC1=CC=C(C=C1)C1=NOC(=N1)C(F)(F)F